CCCCC/C=C\C/C=C\C/C=C\C/C=C\CCCC(=O)O[C@H](COC(=O)CCC/C=C\C/C=C\C/C=C\C/C=C\C/C=C\CC)COP(=O)([O-])OCC[N+](C)(C)C 1-(5Z,8Z,11Z,14Z,17Z-eicosapentaenoyl)-2-(5Z,8Z,11Z,14Z-eicosatetraenoyl)-glycero-3-phosphocholine